BrC=1C=C2C=C(C(N(C2=NC1)CC1=NC=C(C=C1)F)=O)C(=O)OCC ethyl 6-bromo-1-[(5-fluoro-2-pyridyl) methyl]-2-oxo-1,8-naphthyridine-3-carboxylate